OC(CN1N=C2N=C(C=CC2=C1)C1=C(C=C(C=C1C)C(F)(F)F)O)(C)C 2-[2-(2-hydroxy-2-meth-ylpropyl)pyrazolo[3,4-b]pyridin-6-yl]-3-methyl-5-(trifluoromethyl)phenol